NC=1C2=C(N=CN1)N(C=C2C#CC2=C(C=CC=1N(CCOC12)C)F)[C@@H]1O[C@@H]([C@H]([C@H]1O)O)CNS(N)(=O)=O 8-[2-[4-amino-7-[(2R,3R,4S,5R)-3,4-dihydroxy-5-[(sulfamoylamino)-methyl]tetrahydrofuran-2-yl]pyrrolo[2,3-d]pyrimidin-5-yl]ethynyl]-7-fluoro-4-methyl-2,3-dihydro-1,4-benzoxazine